IC=1C=NN2C1C(=NC(=C2)C=2C=NN(C2)C)O[C@@H]2C[C@@H](CC2)N(C(OC(C)(C)C)=O)C tert-butyl ((1R,3S)-3-((3-iodo-6-(1-methyl-1H-pyrazol-4-yl)pyrazolo[1,5-a]pyrazin-4-yl)oxy)cyclopentyl)(methyl)carbamate